5-amino-7-(4-fluorophenyl)-8-(2-(hydroxymethyl)-6-methylpyridin-4-yl)-[1,2,4]triazolo[4,3-c]pyrimidin-3(2H)-one NC1=NC(=C(C=2N1C(NN2)=O)C2=CC(=NC(=C2)C)CO)C2=CC=C(C=C2)F